3-[2-fluoro-4-(1-methylpyrazol-4-yl)phenyl]-5-(trifluoromethyl)-4H-1,2-oxazol-5-ol FC1=C(C=CC(=C1)C=1C=NN(C1)C)C1=NOC(C1)(O)C(F)(F)F